CN1CCN(CC1)C1=CC=C(C=C1)NC1=NC=NC(=C1)N1OCC[C@H]1C1=CC=CC=C1 (S)-N-(4-(4-methylpiperazin-1-yl)phenyl)-6-(3-phenylisoxazolidin-2-yl)pyrimidin-4-amine